Ethyl 4-iodo-3-methyl-1H-pyrrole-2-carboxylate IC=1C(=C(NC1)C(=O)OCC)C